C(CCCCCCCC)O.[C] carbon 1-nonanol